ClC1=NC(=NC(=N1)NC1CCC(CC1)(F)F)NC1CCC(CC1)(F)F 6-chloro-N2,N4-bis(4,4-difluorocyclohexyl)-1,3,5-triazine-2,4-diamine